(((4-bromo-2-fluorophenyl)(methyl)amino)methyl)cyclopropanecarbonitrile BrC1=CC(=C(C=C1)N(C)CC1(CC1)C#N)F